(4R)-5-amino-4-((2S)-2-((2R)-2-(((3R,4R,5S,6R)-3-(8-(dodecanoyloxy)octanamido)-2,5-dihydroxy-6-(hydroxymethyl)tetrahydro-2H-pyran-4-yl)oxy)propanamido)propanamido)-5-oxopentanoic acid NC([C@@H](CCC(=O)O)NC([C@H](C)NC([C@@H](C)O[C@@H]1[C@H](C(O[C@@H]([C@H]1O)CO)O)NC(CCCCCCCOC(CCCCCCCCCCC)=O)=O)=O)=O)=O